N-(2-acetyl-5-bromophenyl)-2,2,2-trifluoroacetamide C(C)(=O)C1=C(C=C(C=C1)Br)NC(C(F)(F)F)=O